CC1=NSC2=C1C=C(C=C2)N2C(NC1=C(C2=O)C2=C(S1)CCCCC2)=O 3-(3-methylbenzo[d]isothiazol-5-yl)-1,5,6,7,8,9-hexahydro-2H-cyclohepta[4,5]thieno[2,3-d]pyrimidine-2,4(3H)-dione